CCCCCCCCCCCCCCCCOC[C@H](COP(=O)(O)OCCN=C[C@@H]([C@H]([C@@H]([C@@H](CO)O)O[C@H]1[C@@H]([C@H]([C@@H]([C@H](O1)CO)O[C@H]2[C@H]([C@H]([C@@H]([C@H](O2)CO[C@@H]3[C@H]([C@H]([C@@H]([C@H](O3)CO[C@@H]4[C@H]([C@H]([C@@H]([C@H](O4)CO)O)O)O[C@@H]5[C@H]([C@H]([C@@H]([C@H](O5)CO)O)O)O)O)O[C@@H]6[C@H]([C@H]([C@@H]([C@H](O6)CO)O)O)O)O)O)O[C@@H]7[C@H]([C@H]([C@@H]([C@H](O7)CO)O)O)O[C@@H]8[C@H]([C@H]([C@@H]([C@H](O8)CO)O)O)O[C@@H]9[C@H]([C@H]([C@@H]([C@H](O9)CO)O)O)O)O)O)NC(=O)C)O)NC(=O)C)OCCCCCCCCCCCCCCCC The molecule is an N-glycosylated dialkylglycerophosphoethanolamine in which the dialkylglycerophosphoethanolamine is 1,2-dihexadecyl-sn-glycero-3-phosphoethanolamine and the glycosylating saccharide is the branched decasaccharide alpha-D-Man-(1->2)-alpha-D-Man-(1->2)-alpha-D-Man-(1->3)-[alpha-D-Man-(1->3)-[alpha-D-Man-(1->2)-alpha-D-Man-(1->6)]-alpha-D-Man-(1->6)]-beta-D-Man-(1->4)-beta-D-GlcNAc-(1->4)-D-GlcNAc, the GlcNAc residue at the reducing end of which is in the ring-opened form. It has a role as a neoglycolipid probe. It derives from a 1,2-dihexadecyl-sn-glycero-3-phosphoethanolamine.